5-(3-((cyclopropylamino)methyl)pyrrolidin-1-yl)-N-(8-fluoro-2-methylimidazo[1,2-a]pyridin-6-yl)pyrazine-2-carboxamide C1(CC1)NCC1CN(CC1)C=1N=CC(=NC1)C(=O)NC=1C=C(C=2N(C1)C=C(N2)C)F